COCC(=NO)C1=NC=CC=C1 2-methoxy-1-(2-pyridinyl)ethanone oxime